C(C1=CC=CC=C1)(C1=CC=CC=C1)[SiH2]O[Si](O[SiH3])(C1=CC=CC=C1)C1=CC=CC=C1 benzhydryl-diphenyl-trisiloxane